BrC1=C(C=C(C(=O)O)C=C1F)F 4-bromo-3,5-difluorobenzoic acid